C1=CC(=CC2=CC=CC=C12)C(C(=O)[O-])O 3-naphthaleneglycolate